N-(1-methyl-1H-tetrazole-5-yl)-6-(o-tolyloxy)-2-(trifluoromethyl)nicotinamide (+)-(1S)-menthyl-(R)-p-toluenesulfinate [C@H]1(CC(C(CC1)C(C)C)O[S@@](=O)C1=CC=C(C)C=C1)C.CN1N=NN=C1NC(C1=C(N=C(C=C1)OC1=C(C=CC=C1)C)C(F)(F)F)=O